3,5-dichloro-N-(6-(3-phenylpropyl)-6-azaspiro[2.5]oct-1-yl)benzamide ClC=1C=C(C(=O)NC2CC23CCN(CC3)CCCC3=CC=CC=C3)C=C(C1)Cl